p-hydroxybenzenebutanone OC1=CC=C(C=C1)CCC(C)=O